(S)-4-(3-chlorophenyl-ethyl)-5-oxo-oxazolidine ClC=1C=C(C=CC1)CC[C@@H]1NCOC1=O